6-Acetyl-8-cyclopentyl-2-[5-(2-diethylamino-ethoxy)-pyridin-2-ylamino]-8H-pyrido[2,3-d]pyrimidin-7-one C(C)(=O)C1=CC2=C(N=C(N=C2)NC2=NC=C(C=C2)OCCN(CC)CC)N(C1=O)C1CCCC1